C(C1=CC=CC=C1)N(C1=CC=C(C=C1)NC(=O)NCC=1C=C2CN(C(C2=CC1)=O)C1C(NC(CC1)=O)=O)C 1-(4-(benzyl(methyl)amino)phenyl)-3-((2-(2,6-dioxopiperidin-3-yl)-1-oxoisoindolin-5-yl)methyl)urea